ClC(C(=O)OCCCCCCCC)C n-octyl 2-chloropropionate